5-CYANO-6-ETHOXYPYRIDINE-3-BORONIC ACID C(#N)C=1C=C(C=NC1OCC)B(O)O